C(=O)O.O=C1N(CCC(N1)=O)C=1C=C2C(=CN(C2=CC1)C)N1CCN(CC1)C(=O)OC(C)(C)C tert-butyl 4-(5-(2,4-dioxotetrahydropyrimidin-1(2H)-yl)-1-methyl-1H-indol-3-yl)piperazine-1-carboxylate formate